C(C1=CC=CC=C1)NC1=CC=CC=2C(C3=C(C=CC=C3C(C12)=O)NCC1=CC=CC=C1)=O 1,5-dibenzylaminoanthraquinone